CN(C1=CC(=C(C=N1)C=1C=CC=2N(C1)C=C(N2)NC(=O)C2C(C2)F)C)C N-(6-(6-(dimethylamino)-4-methylpyridin-3-yl)imidazo[1,2-a]pyridin-2-yl)-2-fluorocyclopropanecarboxamide